5-(3-fluoro-4-(2-(trifluoromethyl)pyrrolidine-1-yl)phenyl)-1,3,4-thiadiazole-2-amine FC=1C=C(C=CC1N1C(CCC1)C(F)(F)F)C1=NN=C(S1)N